tert-butyl N-[2-[4-(difluoromethylene) piperidine-1-carbonyl]-6,8-dihydro-5H-pyrano[3,4-b]pyridin-5-yl]-N-methylcarbamate FC(=C1CCN(CC1)C(=O)C1=CC=C2C(=N1)COCC2N(C(OC(C)(C)C)=O)C)F